ClCCN1CCC(CC1)C(=O)OCC ethyl 1-(2-chloroethyl)-4-piperidinecarboxylate